butyl 2-(4-amino-7-methyl-9H-pyrimido[4,5-b]indol-9-yl)acetate NC1=NC=NC=2N(C3=CC(=CC=C3C21)C)CC(=O)OCCCC